tert-Butyl 6,7-dichloro-1-oxo-1,2,3,4-tetrahydro-9H-carbazole-9-carboxylate ClC=1C=C2C=3CCCC(C3N(C2=CC1Cl)C(=O)OC(C)(C)C)=O